C1=C(C=CC=2OC3=C(C21)C=CC=C3)N(C3=NC=CC=C3)C3=CC=CC=C3 N-(dibenzo[b,d]furan-2-yl)-N-phenylpyridine-2-amine